6-(2-Fluorophenyl)-3-methylimidazo[1,2-b]pyridazine FC1=C(C=CC=C1)C=1C=CC=2N(N1)C(=CN2)C